FC1CN(C1)CCOC1=CC=C(C=C1)CC(=O)O [4-[2-(3-fluoroazetidin-1-yl)ethoxy]phenyl]acetic acid